3-[6-[4-(dimethoxymethyl)-1-piperidyl]pyrimidin-4-yl]-5-(1-methylcyclopropoxy)-1-trityl-pyrazolo[3,4-c]pyridine COC(C1CCN(CC1)C1=CC(=NC=N1)C1=NN(C2=CN=C(C=C21)OC2(CC2)C)C(C2=CC=CC=C2)(C2=CC=CC=C2)C2=CC=CC=C2)OC